N'-[(2S,3R)-4,4-difluoro-2-{[2-fluoro-3-(5-methylpyridazin-3-yl)phenyl]methyl}-1-(1-hydroxycyclobutane-1-carbonyl)pyrrolidin-3-yl]-N,N-dimethylsulfuric diamide FC1([C@@H]([C@@H](N(C1)C(=O)C1(CCC1)O)CC1=C(C(=CC=C1)C=1N=NC=C(C1)C)F)NS(N(C)C)(=O)=O)F